Cyclohexyl 2-formylbenzoate C(=O)C1=C(C(=O)OC2CCCCC2)C=CC=C1